OCCCP(OCC1=CC=CC=C1)(OCC1=CC=CC=C1)=O dibenzyl (3-hydroxypropyl)phosphonate